2-(4-((4-(4-(2,6-difluorobenzyl)-5-oxo-4,5-dihydro-1H-1,2,4-triazol-1-yl)-2-fluorophenoxy)methyl)thiazol-2-yl)acetonitrile FC1=C(CN2C=NN(C2=O)C2=CC(=C(OCC=3N=C(SC3)CC#N)C=C2)F)C(=CC=C1)F